(Z)-N'-(2-chlorophenyl)-6-(4-methoxy-2-methylphenyl)-4-(((1R,3S)-3-(methylsulfonamido)cyclopentyl)amino)pyrrolo[1,2-b]pyridazine-3-carboximidamide ClC1=C(C=CC=C1)\N=C(/N)\C1=C(C=2N(N=C1)C=C(C2)C2=C(C=C(C=C2)OC)C)N[C@H]2C[C@H](CC2)NS(=O)(=O)C